[Si](C)(C)(C(C)(C)C)OC1(CC1)C1=C(C=C(C=N1)NC(=O)N1C[C@](C2=C1C=NC=1N2N=C(C1)Cl)(C(F)(F)F)C)Cl (R)-N-(6-(1-((tert-Butyldimethylsilyl)oxy)cyclopropyl)-5-chloropyridin-3-yl)-2-chloro-8-methyl-8-(trifluoromethyl)-7,8-dihydro-6H-pyrazolo[1,5-a]pyrrolo[2,3-e]pyrimidine-6-carboxamide